(E)-5-(4-(3-(6,7-dimethoxy-3,4-dihydroisoquinolin-2(1H)-yl)-3-oxoprop-1-en-1-yl)-2-methoxyphenoxy)-N-hydroxypentanamide COC=1C=C2CCN(CC2=CC1OC)C(/C=C/C1=CC(=C(OCCCCC(=O)NO)C=C1)OC)=O